(1R,3R,4R)-2-((3-chloro-2-methylphenyl)glycyl)-5,5-difluoro-N-((S,Z)-4-fluoro-4-(methylsulfonyl)-1-((R)-2-oxopyrrolidin-3-yl)but-3-en-2-yl)-2-azabicyclo[2.2.2]octane-3-carboxamide ClC=1C(=C(C=CC1)NCC(=O)N1[C@H]2CC([C@@H]([C@@H]1C(=O)N[C@@H](C[C@@H]1C(NCC1)=O)\C=C(/S(=O)(=O)C)\F)CC2)(F)F)C